C([C@@]1(C)C(C)(C)C(C(=O)O)CC1)(=O)O (1R)-(+)-camphoric acid